BrCC1=NN(C2=C1C=NC(=C2)Cl)C 3-(bromomethyl)-6-chloro-1-methylpyrazolo[4,3-c]pyridine